4-[6-(2-chloro-4-trifluoromethyl-phenyl)-4-cyano-3-hydroxy-pyridin-2-yl]-4-oxo-butyric acid ethyl ester C(C)OC(CCC(=O)C1=NC(=CC(=C1O)C#N)C1=C(C=C(C=C1)C(F)(F)F)Cl)=O